C1(=CC=CC=C1)NC1=NC=CC(=N1)C1=CC(NC(=C1)N1CCOCC1)=O 4-(2-phenylaminopyrimidin-4-yl)-6-(morpholino)-1H-pyridin-2-one